2-(3'-(9,9'-spirobi[fluoren]-1-yl)-[1,1'-biphenyl]-3-yl)-4,6-diphenyl-1,3,5-triazine C1(=CC=CC=2C3=CC=CC=C3C3(C12)C1=CC=CC=C1C=1C=CC=CC13)C=1C=C(C=CC1)C1=CC(=CC=C1)C1=NC(=NC(=N1)C1=CC=CC=C1)C1=CC=CC=C1